C(N)(OCC1=CC(=C(C(=C1)F)N1C(C(=C(C=C1C)OCC1=C(C=C(C=C1)F)F)Br)=O)F)=O 4-[3-bromo-4-[(2,4-difluorobenzyl) oxy]-6-methyl-2-oxopyridin-1(2H)-yl]-3,5-difluorobenzyl carbamate